5a-(4-bromophenyl)-8a-hydroxy-1-methoxy-8-oxo-6-phenyl-5a,7,8,8a-tetrahydro-6H-cyclopenta[4,5]furo[3,2-c]pyridine-7-carboxylate BrC1=CC=C(C=C1)C12C(C=3C(=NC=CC3O1)OC)(C(C(C2C2=CC=CC=C2)C(=O)[O-])=O)O